((R)-1-((difluoromethyl)sulfonyl)piperidin-3-yl)-2-(2-(6-((cis)-2,6-dimethylmorpholino)pyridin-2-yl)-1,6-naphthyridin-7-yl)acetamide FC(S(=O)(=O)N1C[C@H](CCC1)C(C(=O)N)C1=NC=C2C=CC(=NC2=C1)C1=NC(=CC=C1)N1C[C@@H](O[C@@H](C1)C)C)F